SCCC(=O)O.SCCC(=O)O.SCCC(=O)O.OC(=O)C(CO)(CO)C 2-hydroxymethoyl-2-methyl-1,3-propanediol tris-(3-mercaptopropionate)